ClC1=CC=2C(=NSN2)C=C1C 5-chloro-6-methyl-2,1,3-benzothiadiazole